CC1(OB(OC1(C)C)C=1CCN(C1)C(=O)OC(C)(C)C)C tert-butyl 4-(4,4,5,5-tetramethyl-1,3,2-dioxaborolan-2-yl)-2,3-dihydro-1H-pyrrole-1-carboxylate